rhodium(II) trifluoroacetate FC(C(=O)[O-])(F)F.[Rh+2].FC(C(=O)[O-])(F)F